ClC1=NC=C(C(=C1)F)C#CC1CCOCC1 2-chloro-4-fluoro-5-((tetrahydro-2H-pyran-4-yl)ethynyl)pyridine